CNC(=S)C(C(=O)N)(C1=NC=CC(=C1)C(F)(F)F)C1=CC(=CC=C1)Cl 2-(methylcarbamothioyl)-2-(3-chlorophenyl)-2-(4-(trifluoromethyl)pyridin-2-yl)acetamide